1-chloro-N-((3,3-difluorocyclopentyl)methyl)pyrido[3,4-d]Pyridazin-4-amine ClC1=C2C(=C(N=N1)NCC1CC(CC1)(F)F)C=NC=C2